3-chloro-2-fluoro-6-methoxybenzaldehyde ClC=1C(=C(C=O)C(=CC1)OC)F